C1(=CC=CC=C1)[Si](C1=CC=2NC3=CC=CC=C3C2C=C1)(C1=CC=CC=C1)C1=CC=CC=C1 2-(Triphenylsilyl)-9H-carbazole